N-(1-tetrahydropyran-2-yl-indazol-5-yl)carbamic acid tert-butyl ester C(C)(C)(C)OC(NC=1C=C2C=NN(C2=CC1)C1OCCCC1)=O